oxo-N-(pyridazin-3-yl)-1,2-dihydroquinoline-6-sulfonamide O=C1NC2=CC=C(C=C2C=C1)S(=O)(=O)NC=1N=NC=CC1